(S)-(+)-1-[(R)-2-(diphenylphosphino)ferrocenyl]Ethyl-di-tert-butylphosphine C1(=CC=CC=C1)P(C=1[C-](C=CC1)[C@H](C)P(C(C)(C)C)C(C)(C)C)C1=CC=CC=C1.[CH-]1C=CC=C1.[Fe+2]